tert-butyl (S)-3-((4-(5-methoxy-2-(1-methyl-1H-pyrazol-4-yl)-4-nitrophenyl)piperazin-1-yl) methyl)pyrrolidine-1-carboxylate COC=1C(=CC(=C(C1)N1CCN(CC1)C[C@H]1CN(CC1)C(=O)OC(C)(C)C)C=1C=NN(C1)C)[N+](=O)[O-]